tert-butyl (2R,6S)-4-(1-((8-methoxy-2-methylimidazo[1,2-a]pyrazin-6-yl)carbamoyl)-2,3-dihydro-1H-pyrrolo[2,3-b]pyridin-4-yl)-2,6-dimethylpiperazine-1-carboxylate COC=1C=2N(C=C(N1)NC(=O)N1CCC=3C1=NC=CC3N3C[C@H](N([C@H](C3)C)C(=O)OC(C)(C)C)C)C=C(N2)C